(5-methyl-2-(2-oxo-1,2,3,4-tetrahydroquinolin-6-ylamino)pyrimidin-4-ylamino)benzo[d]oxazol-2(3H)-one CC=1C(=NC(=NC1)NC=1C=C2CCC(NC2=CC1)=O)NN1C(OC2=C1C=CC=C2)=O